Ethylamine chloride [Cl-].C(C)N